FC1=CC=C(C=C1)S(=O)(=O)NC=1C=C(C=CC1O)NC(C1=CC=C(C=C1)C1=NC=CN=C1)=O N-(3-((4-fluorophenyl)sulfonylamino)-4-hydroxyphenyl)-4-(pyrazin-2-yl)benzamide